(R/S)-ethyl 1-(2-fluoro-3-(1-((2,6,8,8-tetramethyl-7-oxo-7,8-dihydro-6H-pyrrolo[2,3-g]quinazolin-4-yl)amino)ethyl)phenyl)cyclopropane-1-carboxylate FC1=C(C=CC=C1[C@@H](C)NC1=NC(=NC2=CC3=C(C=C12)N(C(C3(C)C)=O)C)C)C3(CC3)C(=O)OCC |r|